(2S,3R)-3-((2-amino-6-methylpyridin-4-yl)methyl)-N2-(1-methyl-1H-pyrazol-5-yl)-N1-((R)-1-(3-fluoro-2-methylphenyl)propyl)-N2-methyl-4-oxoazetidine-1,2-dicarboxamide NC1=NC(=CC(=C1)C[C@@H]1[C@H](N(C1=O)C(=O)N[C@H](CC)C1=C(C(=CC=C1)F)C)C(=O)N(C)C1=CC=NN1C)C